C1(CC1)S(=O)(=O)N=C1C(=NC(S1)N(C(CC1=CC=C(C=C1)C1=C(C=CC(=C1)F)F)=O)C)C (+)-N-(5-(cyclopropanesulfonylimino)-4-methylthiazol-2-yl)-2-(2',5'-difluoro-[1,1'-biphenyl]-4-yl)-N-methylacetamide